NCCOCCOCCO 2-(2-(2-Amino-ethoxy)ethoxy)ethanol